[Si](C)(C)(C(C)(C)C)O[C@H](C)C1=CC=C(CN2CCC(CC2)C=2C=CC(=NC2)N)C=C1 (R)-5-(1-(4-(1-((tert-butyldimethylsilyl)oxy)ethyl)benzyl)piperidin-4-yl)pyridin-2-amine